BrC1=C(C(=C(C=C1)[C@@H]1C(CN(CC1)C(=O)OC(C)(C)C)(F)F)F)F (R)-tert-butyl 4-(4-bromo-2,3-difluorophenyl)-3,3-difluoropiperidine-1-carboxylate